NCC(CCC)N (1-aminomethyl)butane-1-amine